2-(6,6-difluoro-bicyclo[3.1.0]hex-3-yl)acetic acid FC1(C2CC(CC12)CC(=O)O)F